4-[[([6-aminospiro[3.3]heptan-2-yl]carbamoyl)amino]methyl]benzamide hydrochloride Cl.NC1CC2(CC(C2)NC(=O)NCC2=CC=C(C(=O)N)C=C2)C1